C(C)[Fe](CC)CC Triethyliron